(S)-quinuclidin-3-yl ((R)-5-(4-ethoxy-3-fluorophenyl)-2,2-dimethyl-2,3-dihydro-1H-inden-1-yl)carbamate C(C)OC1=C(C=C(C=C1)C=1C=C2CC([C@H](C2=CC1)NC(O[C@@H]1CN2CCC1CC2)=O)(C)C)F